2-(2-(2-(pyridin-4-yloxy)ethoxy)ethoxy)ethan-1-amine N1=CC=C(C=C1)OCCOCCOCCN